(5S,6S,9R)-5-amino-6-(2,3-difluorophenyl)-6,7,8,9-tetrahydro-5H-cyclohepta[b]pyridin-9-ol L-tartrate salt C(=O)(O)[C@H](O)[C@@H](O)C(=O)O.N[C@H]1[C@@H](CC[C@H](C2=NC=CC=C21)O)C2=C(C(=CC=C2)F)F